C(C1=CC=CC=C1)(=O)C=1/C(/C(N2C1NCCC2)(C2=CC=CC=C2)O)=C/2\C(OC1=CC=CC=C1C2=O)=O (E)-3-(8-benzoyl-6-hydroxy-6-phenyl-1,2,3,4-tetrahydropyrrolo[1,2-a]pyrimidine-7(6H)-ylidene)chroman-2,4-dione